(S)-6-amino-N-(2,3-dihydroxypropyl)hexanamide NCCCCCC(=O)NC[C@@H](CO)O